4-acetylamino-3-hydroxybenzoic acid C(C)(=O)NC1=C(C=C(C(=O)O)C=C1)O